FC(S(=O)(=O)[O-])(F)F.[Ir+3].C(C)C=1C=CC(=NC1)C1=CC=CC=C1.FC(S(=O)(=O)[O-])(F)F.FC(S(=O)(=O)[O-])(F)F 5-ethyl-2-phenylpyridine iridium trifluoromethanesulfonate salt